1-(2-chlorophenyl)-2-(o-methylphenylamino)ethanol ClC1=C(C=CC=C1)C(CNC1=C(C=CC=C1)C)O